C(C)OC(\C=C\C(N(C=1SC=CN1)CCN1CCOCC1)=O)=O (E)-3-[(2-Morpholin-4-yl-ethyl)-thiazol-2-yl-carbamoyl]-acrylic acid ethyl ester